8-Benzyl-2-({(1S)-1-[3-(4-chlorophenyl)-1,2,4-oxadiazol-5-yl]ethyl}amino)pyrido[2,3-d]pyrimidin-7(8H)-on C(C1=CC=CC=C1)N1C(C=CC2=C1N=C(N=C2)N[C@@H](C)C2=NC(=NO2)C2=CC=C(C=C2)Cl)=O